FC(C=1C(=C(C=CC1)[C@@H](C)NC=1C=2C(N=C(N1)C)=C(C(N(C2)C2(CC2)CF)=O)OC=2C=NN(C2)C)F)F (R)-4-((1-(3-(difluoromethyl)-2-fluorophenyl)ethyl)amino)-6-(1-(fluoromethyl)cyclopropyl)-2-methyl-8-((1-methyl-1H-pyrazol-4-yl)oxy)pyrido[4,3-d]pyrimidine-7(6H)-one